O1C2C(N(CC1)C(=O)[O-])CNC2 hexahydropyrrolo[3,4-b][1,4]oxazine-4(4aH)-carboxylate